1-(4-chlorophenyl)-2-cyclopropylpropan-2-ol ClC1=CC=C(C=C1)CC(C)(O)C1CC1